3,5-diallyloxybenzoyl chloride C(C=C)OC=1C=C(C(=O)Cl)C=C(C1)OCC=C